4-chloro-6-(4-chlorophenyl)-N-(4-(trifluoromethoxy)phenyl)-1,3,5-triazin-2-amine ClC1=NC(=NC(=N1)C1=CC=C(C=C1)Cl)NC1=CC=C(C=C1)OC(F)(F)F